dimethylbenzoyl-methyl-sulfonium tetrafluoroborate F[B-](F)(F)F.CC([SH+]C(C1=CC=CC=C1)=O)C